catechol, Cerium salt [Ce].C=1(O)C(O)=CC=CC1